1,7-bis-(4-hydroxyphenyl)-3,5-heptanediol OC1=CC=C(C=C1)CCC(CC(CCC1=CC=C(C=C1)O)O)O